PHTHALIC ACID dihexyl ester C(CCCCC)OC(C=1C(C(=O)OCCCCCC)=CC=CC1)=O